(R)-(5-(2-isopropylphenyl)-5-oxopentan-2-yl)carbamic acid tert-butyl ester C(C)(C)(C)OC(N[C@H](C)CCC(=O)C1=C(C=CC=C1)C(C)C)=O